C(CC)(=O)OOC(C)(C)CC tert-amyl peroxypropiate